Cl.C1(=CC=CC=C1)NCCC[Si](OC)(OC)C N-phenyl-3-aminopropyl-methyl-dimethoxysilane, hydrochloride